2,6-Difluoro-3-(5-fluoro-1-methyl-6-(methyl(tetrahydro-2H-pyran-4-yl)amino)-1H-pyrazolo[3,4-b]pyridin-3-yl)-5-(trifluoromethyl)phenol FC1=C(C(=C(C=C1C1=NN(C2=NC(=C(C=C21)F)N(C2CCOCC2)C)C)C(F)(F)F)F)O